(2-aminobenzo[d]thiazol-6-yl)-1-[2-(pyrrolidin-1-yl)ethyl]-3-(4-chlorophenyl)urea NC=1SC2=C(N1)C=CC(=C2)N(C(=O)NC2=CC=C(C=C2)Cl)CCN2CCCC2